O1CCC(CC1)N1N=CC(=C1)C=1C=C2C(=CC=NC2=CC1)C(=O)O 6-(1-(Tetrahydro-2H-pyran-4-yl)-1H-pyrazol-4-yl)quinoline-4-carboxylic acid